NCC1(OC2=C(C1O)C=CC(=C2Br)Cl)C2=CC=CC=C2 (aminomethyl)-7-bromo-6-chloro-2-phenyl-2,3-dihydrobenzofuran-3-ol